CN(CC(COCCCCCCCC\C=C/C\C=C/CCCCC)OC(CCC)O[C@@H]1CC2=CC[C@H]3[C@@H]4CC[C@H]([C@@H](CCCC(C)C)C)[C@]4(CC[C@@H]3[C@]2(CC1)C)C)C 3-dimethylamino-2-(cholest-5-en-3β-oxybutan-4-oxy)-1-(cis,cis-9,12-octadecadienyloxy)propane